FC1(CCC(CC1)[C@H](NC(=O)C=1N(N=CN1)C(C)C)C1=NC2=C(N1)C=CC(=C2F)C(CC(C)(F)F)C(NCC(C)(F)F)=O)F N-[(S)-(4,4-Difluorocyclohexyl){5-[1-(2,2-Difluoropropylcarbamoyl)-3,3-Difluorobutyl]-4-fluoro-1H-benzimidazol-2-yl}methyl]-2-isopropyl-1,2,4-triazole-3-carboxamide